OC(C)(C)C=1SC(=CN1)S(=O)(N)=NC(NC1=C2C(=NC3=C1CCC3)CCC2C)=O 2-(2-hydroxypropan-2-yl)-N'-((1-methyl-1,2,3,5,6,7-hexahydrodicyclopenta[b,e]pyridin-8-yl)carbamoyl)thiazole-5-sulfonimidamide